3-methyl-alanine CC[C@H](N)C(=O)O